ClC1=CC(=C2C(=N1)NC=C2)N2CC1=C(N=CN=C1N1CCC(CC1)NS(=O)(=O)C)C[C@H]2C N-{1-[(7R)-6-{6-chloro-1H-pyrrolo[2,3-b]pyridin-4-yl}-7-methyl-5H,6H,7H,8H-pyrido[4,3-d]pyrimidin-4-yl]piperidin-4-yl}methanesulfonamide